C(CCCCCCCCCCC)C=1OC=2N=C3N(C(C2N1)=O)CCC3 2-dodecyl-6,7-dihydrooxazolo[5,4-D]pyrrolo[1,2-a]pyrimidin-9(5H)-one